N[C@@H]1CN(CC1)CC1=CC=2C(=CN=C(C2C2=CC(=C(C#N)C=C2)F)C=2C=C3CCCC3=CC2)N1C (S)-4-(2-((3-aminopyrrolidin-1-yl)methyl)-5-(2,3-dihydro-1H-inden-5-yl)-1-methyl-1H-pyrrolo[2,3-c]pyridin-4-yl)-2-fluorobenzonitrile